ClC1=C(C=CC=2N1N=C1C2CN(CC1)C(COC)=O)Cl 1-(7,8-Dichloro-3,4-dihydropyrazolo[1,5-a:4,3-c']dipyridin-2(1H)-yl)-2-methoxyethan-1-one